ClC1=CC=C(C=C1)[C@@H](CCNC(=O)C=1C(=NC=C(C1)C=1C=CC=2N(N1)C=C(N2)NC(C)=O)C)O N-[(3R)-3-(4-chlorophenyl)-3-hydroxypropyl]-5-{2-acetamidoimidazo[1,2-b]pyridazin-6-yl}-2-methylpyridine-3-carboxamide